C(C)N(CCNC(=O)C1CCN(CC1)C1=C2N=CC=NC2=C(C=C1)C#N)CC 1-(8-Cyano-quinoxalin-5-yl)-piperidine-4-carboxylic acid (2-diethylamino-ethyl)-amide